C1(CC1)C=1C=NN(C1CO[C@H]1[C@@H]2CN([C@H](C1)C2)C=2SC1=C(N2)C(=CC=C1)F)C1=C(C=CC=C1Cl)Cl 2-[(1S,4S,5R)-5-{[4-Cyclopropyl-1-(2,6-dichlorophenyl)-1H-pyrazol-5-yl]methoxy}-2-azabicyclo[2.2.1]heptan-2-yl]-4-fluoro-1,3-benzothiazol